Cl.C(CCC)(=O)OC1NCCCC1 (Piperidin-2-yl) butyrate hydrochloride